FC(C(=O)O)(F)F.FC(C(=O)O)(F)F.C(CCCCCCCCCCC)(=O)OCCCCNC(CCC(C(=O)NCCCCOC(CCCCCCCCCCC)=O)NC(C(CCCC)C)=O)=O 4-[[5-(4-dodecanoyloxybutylamino)-4-(2-methylhexanoylamino)-5-oxo-pentanoyl]amino]butyl dodecanoate bis-trifluoroacetate